BrCC(F)C=1C=CC(=NC1)Cl 5-(2-bromo-1-fluoroethyl)-2-chloropyridine